C(C=C)N1C(=NC(=C1)C(F)(F)F)C1=C(C=C(C#N)C=C1)Br 4-(1-allyl-4-(trifluoromethyl)-1H-imidazol-2-yl)-3-bromobenzonitrile